7-azaniumylheptylazanium hexanedioate C(CCCCC(=O)[O-])(=O)[O-].[NH3+]CCCCCCC[NH3+]